amylketone oxime C(CCCC)C(CCCCC)=NO